(1S,3S)-3-((2-cyclopropyl-6-(1-methyl-5-(((5-propyl-1,2,4-oxadiazol-3-yl)amino)methyl)-1H-1,2,3-triazol-4-yl)pyridin-3-yl)oxy)cyclohexane-1-carboxylic acid C1(CC1)C1=NC(=CC=C1O[C@@H]1C[C@H](CCC1)C(=O)O)C=1N=NN(C1CNC1=NOC(=N1)CCC)C